[2-(2,6-Dioxopiperidin-3-yl)-1-oxo-2,3-dihydro-1H-isoindol-4-yloxy]-tert-butyl acetate C(C)(=O)OC(COC1=C2CN(C(C2=CC=C1)=O)C1C(NC(CC1)=O)=O)(C)C